C1=CC=C2C(=C1)C=CC=C2O[Bi](OC3=CC=CC4=CC=CC=C43)OC5=CC=CC6=CC=CC=C65 bismuth naphtholate